4-(2-oxopyrrolidin-1-yl)-3-(4-methylphenyl)-N-((R)-1-(2-(trifluoromethyl)pyrimidin-5-yl)ethyl)-4,5-dihydro-1H-pyrazole-1-carboxamide O=C1N(CCC1)C1C(=NN(C1)C(=O)N[C@H](C)C=1C=NC(=NC1)C(F)(F)F)C1=CC=C(C=C1)C